[Ce].[Ca].[Nb].[Ti] titanium niobium calcium cerium